hydrogen phosphonothioate P(O)([O-])=S